FC=1C(=NC=C(C1)F)C1(CC1)C(=O)NC(C(=O)O)CCN(CCCCC1=NC=2NCCCC2C=C1)CC(CF)OC 2-[[1-(3,5-difluoro-2-pyridyl)cyclopropanecarbonyl]amino]-4-[[3-fluoro-2-methoxy-propyl]-[4-(5,6,7,8-tetrahydro-1,8-naphthyridin-2-yl)butyl]amino]butanoic acid